C(C)(=O)CC1OCCOC1 2-(Acetylmethyl)dioxane